ethyl 4-(2-nitrophenyl)-3-oxobutyrate [N+](=O)([O-])C1=C(C=CC=C1)CC(CC(=O)OCC)=O